N(NCC(=O)O)CC(=O)O 2,2'-(hydrazine-1,2-diyl)diacetic acid